N1(C=NC=C1)C1=CC=C(C=C1)C1=NOC(C1)(O)C(F)(F)F 3-(4-imidazol-1-ylphenyl)-5-(trifluoromethyl)-4H-1,2-oxazol-5-ol